FC=1C=C2C(N(C(NC2=CC1C1=C(C#N)C=CC(=C1)OC)=O)C1=CN=CC2=CC=CC=C12)=O 2-(6-fluoro-3-(isoquinolin-4-yl)-2,4-dioxo-1,2,3,4-tetrahydroquinazolin-7-yl)-4-methoxybenzonitrile